C(CCCCCCC)OC(CCC(=O)OCCCCCCN(CCCCCCCC(=O)OC(CC)CCCCCCCC)CCO)OCCCCCCCC undecan-3-yl 8-((6-((4,4-bis(octyloxy)butanoyl)oxy)hexyl)(2-hydroxyethyl)amino)octanoate